3-(4-((4-((4-methylpiperazin-1-yl)methyl)benzyl)thio)-1-oxoisoindolin-2-yl)piperidine-2,6-dione CN1CCN(CC1)CC1=CC=C(CSC2=C3CN(C(C3=CC=C2)=O)C2C(NC(CC2)=O)=O)C=C1